3-(6-chloro-4-methylpyridin-3-yl)-1-(4-fluoro-2-methylphenyl)-6-(trifluoromethyl)-2,3-dihydroquinazolin-4(1H)-one ClC1=CC(=C(C=N1)N1CN(C2=CC=C(C=C2C1=O)C(F)(F)F)C1=C(C=C(C=C1)F)C)C